BrC=1C=C2C(=CC1)CNCC21COC1 6-bromospiro[2,3-dihydroisoquinoline-4,3'-oxetane]